Br[SiH2]Br Dibromosilane